C(OCC1OCOC1)(OC1(C(N(C2=CC=C(C=C12)Cl)CC)=O)CC1=C(C(=CC=C1)OC)O)=O (1,3-dioxolan-4-yl)methyl (5-chloro-1-ethyl-3-(2-hydroxy-3-methoxybenzyl)-2-oxoindolin-3-yl) carbonate